O1CCC(=CC1)C1=NN2C(N3C(=C(C2=O)N2CCNCC2)CC[C@H]3C(=O)NC3=C(C=C(C=C3)C(F)(F)F)C)=N1 (S)-2-(3,6-dihydro-2H-pyran-4-yl)-N-(2-methyl-4-(trifluoromethyl)phenyl)-5-oxo-6-(piperazin-1-yl)-5,7,8,9-tetrahydropyrrolo[1,2-c][1,2,4]triazolo[1,5-a]pyrimidine-9-carboxamide